2-fluoro-4-(6-{[1-({[4-(propan-2-yl)phenyl]methyl}carbamoyl)-D-prolyl]amino}pyridin-3-yl)benzoic acid FC1=C(C(=O)O)C=CC(=C1)C=1C=NC(=CC1)NC([C@@H]1N(CCC1)C(NCC1=CC=C(C=C1)C(C)C)=O)=O